4-(4-(3,8-diazabicyclo[3.2.1]octan-3-yl)-8-fluoro-2-((1-methylenetetrahydro-1H-pyrrolizin-7a(5H)-yl)methoxy)pyrido[4,3-d]pyrimidin-7-yl)-5-ethynylnaphthalen-2-ol C12CN(CC(CC1)N2)C=2C1=C(N=C(N2)OCC23CCCN3CCC2=C)C(=C(N=C1)C1=CC(=CC2=CC=CC(=C12)C#C)O)F